S1C(=NC2=C1C=CC=C2)C2=C(C(=C(C(=C2N2C1=CC=CC=C1C=1C=C(C=CC21)C2=CC=CC=C2)N2C1=CC=CC=C1C=1C=C(C=CC21)C2=CC=CC=C2)N2C1=CC=CC=C1C=1C=C(C=CC21)C2=CC=CC=C2)N2C1=CC=CC=C1C=1C=C(C=CC21)C2=CC=CC=C2)C=2OC1=C(N2)C=CC=C1 2-(2-(benzo[d]thiazol-2-yl)-3,4,5,6-tetrakis(3-phenyl-9H-carbazol-9-yl)phenyl)benzo[d]oxazole